I(=O)(=O)[O-].[Sn+4].I(=O)(=O)[O-].I(=O)(=O)[O-].I(=O)(=O)[O-] tin iodate